ferroceneformyl-3-p-nitrophenyl-4-amino-5-mercapto-1,2,4-triazole [C-]1(C=CC=C1)C(=O)C1=C(C=CC(=C1)[N+](=O)[O-])C1=NN=C(N1N)S.[CH-]1C=CC=C1.[Fe+2]